N-(2-((5-cyano-4-((4-fluoro-2-isopropoxyphenyl)amino)pyrimidin-2-yl)amino)-5-(4-(4-methyl-3-oxopiperazin-1-yl)piperidin-1-yl)phenyl)acrylamide C(#N)C=1C(=NC(=NC1)NC1=C(C=C(C=C1)N1CCC(CC1)N1CC(N(CC1)C)=O)NC(C=C)=O)NC1=C(C=C(C=C1)F)OC(C)C